OC(C)(C)C=1N=NN(C1)C1CCC(CC1)N1N=C2C=C(C(=CC2=C1)C(=O)NC=1C(N(C=CC1)C)=O)OC 2-((1R,4r)-4-(4-(2-hydroxypropan-2-yl)-1H-1,2,3-triazol-1-yl)cyclohexyl)-6-methoxy-N-(1-methyl-2-oxo-1,2-dihydropyridin-3-yl)-2H-indazole-5-carboxamide